5-chloro-4-cyclopropyl-N-(4-methyl-3-((3-(9-(tetrahydro-2H-pyran-2-yl)-9H-purin-6-yl)pyridin-2-yl)amino)phenyl)-picolinamide ClC=1C(=CC(=NC1)C(=O)NC1=CC(=C(C=C1)C)NC1=NC=CC=C1C1=C2N=CN(C2=NC=N1)C1OCCCC1)C1CC1